COC=1C=C(C=CC1C=1C=C2C(=NC1)NC=C2)NC(=O)C2CCC2 N-(3-methoxy-4-(1H-pyrrolo[2,3-b]pyridin-5-yl)phenyl)cyclobutanamide